FC(C=1C2=C(N(N=C2C=CC1)CC1CCOCC1)C(=O)NC1=CC(=NC=C1)S(N)(=O)=O)F 4-(difluoromethyl)-2-(oxan-4-ylmethyl)-N-(2-sulfamoylpyridin-4-yl)indazole-3-carboxamide